ClC1=C(C(=O)N[C@@H](C(=O)N2CCC3(C(CN(C3)C)C3=CC=C(C=C3)F)CC2)C(C)C)C=C(C=C1)Cl 2,5-dichloro-N-((2R)-1-(4-(4-fluorophenyl)-2-methyl-2,8-diazaspiro[4.5]-decan-8-yl)-3-methyl-1-oxobutan-2-yl)benzamide